N-ethyl-N-octyl-toluidine C(C)N(C=1C(=CC=CC1)C)CCCCCCCC